CN(C(OC1=C(C(=CC=C1C)C)OC(N(C)C)=O)=O)C 3,6-dimethyl-1,2-phenylene bis(dimethylcarbamate)